6-(2-(3-(1-methyl-1H-indazol-5-yl)benzoylamino)-1-phenyl-1H-imidazol-4-yl)hexanoic acid CN1N=CC2=CC(=CC=C12)C=1C=C(C(=O)NC=2N(C=C(N2)CCCCCC(=O)O)C2=CC=CC=C2)C=CC1